1,4-naphthalenedione C1(C=CC(C2=CC=CC=C12)=O)=O